C1(CC1)C1=NN(C=C1NC1=NC=C(C(=N1)C1=CC=2C(NCCC2S1)=O)C(F)(F)F)C1CCNCC1 2-(2-((3-cyclopropyl-1-(piperidin-4-yl)-1H-pyrazol-4-yl)amino)-5-(trifluoromethyl)pyrimidin-4-yl)-6,7-dihydrothieno[3,2-c]pyridin-4(5H)-one